FC1=C2C(=NC(N(C2=CC(=C1)C(F)(F)F)C1=CC=CC=C1)=O)N[C@H]1[C@@H](C1)F 5-fluoro-4-((trans-2-fluorocyclopropyl)-amino)-1-phenyl-7-(trifluoromethyl)-quinazolin-2(1H)-one